C(C=C)[C@]12C(C(=C([C@](C([C@@H](C1)CC=C(C)C)(C)C)(C2=O)CC=C)O)C(CCCC#C)=O)=O (1S,5S,7R)-1,5-Diallyl-3-(hex-5-ynoyl)-4-hydroxy-6,6-dimethyl-7-(3-methylbut-2-en-1-yl)bicyclo[3.3.1]non-3-en-2,9-dion